C(C(C)C)[Al](CC(C)C)CC(C)C tri-i-butylaluminum